(R)-3-(4-bromo-1H-pyrazol-1-yl)-3-cyclopentyl-propionitrile BrC=1C=NN(C1)[C@H](CC#N)C1CCCC1